COC1=CC=CC(=N1)S(=O)(=O)C1=CC=C(C=C1)CNC(=O)C=1C=CC=2N(C1)C=CN2 N-{[4-(6-methoxypyridine-2-sulfonyl)phenyl]methyl}imidazo[1,2-a]pyridine-6-carboxamide